1-[5-tert-butyl-2-[3-(dimethylaminomethyl)phenyl]pyrazol-3-yl]-3-[2-methylsulfanyl-4-[(3-oxo-4H-pyrido[3,2-b][1,4]oxazin-8-yl)oxy]phenyl]urea C(C)(C)(C)C=1C=C(N(N1)C1=CC(=CC=C1)CN(C)C)NC(=O)NC1=C(C=C(C=C1)OC1=CC=NC2=C1OCC(N2)=O)SC